CC([C@@H](COC1=CC=C(C(=O)O)C=C1)NC(=O)OCC=C)C 4-[(2S)-3-methyl-2-({[(prop-2-en-1-yl)oxy]carbonyl}amino)butoxy]benzoic acid